NC1(CCN(CC1)C(=O)OC(C)(C)C)CC1=CC=NC=C1 tert-butyl 4-amino-4-(pyridin-4-ylmethyl)piperidine-1-carboxylate